C(N)(=O)C=1N=C2N(C(=NC=C2C2CCN(CC2)C(=O)OC(C)(C)C)NCC2=C(C=CC3=C2CCO3)F)C1 tert-butyl 4-(2-carbamoyl-5-(((5-fluoro-2,3-dihydrobenzofuran-4-yl)methyl)amino)imidazo[1,2-c]pyrimidin-8-yl)piperidine-1-carboxylate